[3,5-bis(1,1,1,3,3,3-hexafluoro-2-methoxy-2-propyl)phenyl]sodium borate B(O)(O)O.FC(C(C(F)(F)F)(OC)C=1C=C(C=C(C1)C(C(F)(F)F)(C(F)(F)F)OC)[Na])(F)F